cytosine-5-carboxamide N1C(=O)N=C(N)C(=C1)C(=O)N